BrC1=C(C2=C(N=CN2C)C(=C1)C1=CC=C(C=C1)OC(F)(F)F)C#N 5-bromo-3-methyl-7-[4-(trifluoromethoxy)phenyl]benzimidazole-4-carbonitrile